magnesium chloride Tris-HCl Cl.Cl.Cl.[Cl-].[Mg+2].[Cl-]